4-{(1S,3S)-3-[5-(4-cyanophenyl)-1,2,4-oxadiazol-3-yl]-2,2-dimethylcyclopropyl}benzenesulfonamide C(#N)C1=CC=C(C=C1)C1=NC(=NO1)[C@@H]1C([C@H]1C1=CC=C(C=C1)S(=O)(=O)N)(C)C